O1N=C(C=C1)CC1=CC=C(C=C1)OS(=O)(=O)C(F)(F)F [4-(isoxazol-3-ylmethyl)phenyl]trifluoromethanesulfonate